OC1(CC(C2(CC2)CC1)(C)CN1C=NC2=C1C=C(C=C2)C#N)CO rac-1-((6-hydroxy-6-(hydroxymethyl)-4-methylspiro[2.5]octan-4-yl)methyl)-1H-benzo[d]imidazole-6-carbonitrile